C1(=CC=CC2=CC=CC=C12)COC1=CC(=NC2=CC=CC=C12)C(=O)N 4-(Naphthalen-1-ylmethoxy)quinoline-2-carboxamide